ClC=1C(=C(C=CC1F)C(N[S@](=O)C(C)(C)C)C1=CN=C(S1)C(F)(F)F)F (R)-N-((3-chloro-2,4-difluorophenyl)(2-(trifluoromethyl)thiazol-5-yl)methyl)-2-methylpropane-2-sulfinamide